C(C)(C)(C)C1=NC2=CC=CC=C2C12C(N(C1=CC(=CC=C21)Cl)C)=O 2-(tert-Butyl)-6'-chloro-1'-methylspiro[indole-3,3'-indolin]-2'-one